(R)-4-chloro-5-(3-(3-(1,3-dimethyl-1H-pyrazol-4-yl)phenoxy)pyrrolidin-1-yl)pyridazin-3(2H)-one ClC=1C(NN=CC1N1C[C@@H](CC1)OC1=CC(=CC=C1)C=1C(=NN(C1)C)C)=O